1-ethoxyl-5-mercapto-1H-tetrazole O(CC)N1N=NN=C1S